BrC1=C2C(=CN=C1C(=O)NC)NN=C2C2CC2 4-bromo-3-cyclopropyl-N-methyl-1H-pyrazolo[3,4-c]pyridine-5-carboxamide